NC1=C(CNC(=O)C=2C=NN(C2C(F)(F)F)C2=CC=CC=C2)C=CC(=C1)[N+](=O)[O-] N-(2-Amino-4-nitrobenzyl)-1-phenyl-5-(trifluoromethyl)-1H-Pyrazole-4-carboxamide